1-(4-cyclobutyl-3-(3,3-difluorocyclobutyl)-1-methyl-1H-pyrazol-5-yl)-3-(2-fluoro-2-methylpropyl)urea C1(CCC1)C=1C(=NN(C1NC(=O)NCC(C)(C)F)C)C1CC(C1)(F)F